(S)-2-(3,4-dimethylpiperazin-1-yl)-5-(4-morpholinopyrimidin-2-yl)aniline C[C@H]1CN(CCN1C)C1=C(N)C=C(C=C1)C1=NC=CC(=N1)N1CCOCC1